BrC1=C(C=C(C=C1)CBr)F 1-bromo-4-(bromomethyl)-2-fluoro-benzene